3-(oxalyl-amino)-naphthalene-2-carboxylic acid C1=CC=C2C=C(C(=CC2=C1)C(=O)O)NC(=O)C(=O)O